1,4-bis[1-(4-hydroxyphenyl)-1-methylethyl]benzene OC1=CC=C(C=C1)C(C)(C)C1=CC=C(C=C1)C(C)(C1=CC=C(C=C1)O)C